[Zn].[Cu].[As] arsenic copper-zinc